(S,E)-4-(2-(1-Ethyl-3-(trifluoromethyl)-1H-pyrazol-4-yl)phenyl)-6-(4-isopropoxybut-2-enoyl)-4,5,6,7-tetrahydrothieno[2,3-c]pyridine-2-carbonitrile C(C)N1N=C(C(=C1)C1=C(C=CC=C1)[C@H]1C2=C(CN(C1)C(\C=C\COC(C)C)=O)SC(=C2)C#N)C(F)(F)F